Cl.C(#C)C1=CC=C(CNC2CC2)C=C1 N-(4-ethynylbenzyl)cyclopropylamine hydrochloride